FC1CN(CC1)CCNC1=CC(=NC2=C1C=C(C1=NC=3C=CC=CC3N21)C#N)C 4-[2-(3-Fluoro-pyrrolidin-1-yl)-ethylamino]-2-methyl-1,7,11b-triaza-benzo[c]fluorene-6-carbonitrile